FC(S(=O)(=O)OC1=C(C=NC2=C(C(=C(C=C12)Cl)C1=C(C=CC=C1OCC1=CC=C(C=C1)OC)F)F)[N+](=O)[O-])(F)F 6-chloro-8-fluoro-7-(2-fluoro-6-((4-methoxybenzyl) oxy) phenyl)-3-nitroquinolin-4-yl trifluoromethanesulfonate